C(C)SC1=C(C=CC=C1)C1=NNC(=C1O)C 3-(2-(ethylthio)phenyl)-5-methyl-pyrazol-4-ol